CC1([C@@H]2CCC([C@@H]([C@]2(CCC1)C)C=O)=C)C (1S,4aS,8aS)-5,5,8a-trimethyl-2-methylenedecahydronaphthalene-1-carbaldehyde